4-[4-Cyano-8-(2,4-difluoro-phenyl)-3-hydroxy-quinolin-2-yl]-4-oxo-butyric acid ethyl ester C(C)OC(CCC(=O)C1=NC2=C(C=CC=C2C(=C1O)C#N)C1=C(C=C(C=C1)F)F)=O